NC1=C(C=C(C=N1)NC(C(=O)N1[C@H](CC[C@@H](C1)C)C=1C2=CNN=C2C=CC1)=O)C N-(6-amino-5-methyl-3-pyridyl)-2-[(2R,5S)-2-(2H-Indazol-4-yl)-5-methyl-1-piperidyl]-2-oxo-acetamide